FC=1C(=C(C=O)C=CC1)C 3-FLUORO-2-METHYLBENZALDEHYDE